C(C)(C)(C)C1N(CC12CC(C2)OS(=O)(=O)C)C(=O)O.CC(C[C@H](N)C(=O)O)(C)C γ-methyl-leucine tert-butyl-6-((methyl-sulfonyl)oxy)-2-azaspiro[3.3]heptane-2-carboxylate